(1S)-1-[3-[3-(trifluoromethoxy)phenyl]-1,2,4-oxadiazol-5-yl]ethanamine FC(OC=1C=C(C=CC1)C1=NOC(=N1)[C@H](C)N)(F)F